5-(2-cyclohexylethoxy)pyridine-2-carbaldehyde C1(CCCCC1)CCOC=1C=CC(=NC1)C=O